N-[5-[1-(5-cyano-1,3-thiazol-2-yl)-3,6-dihydro-2H-pyridin-4-yl]-4-fluoro-2-[(3R)-3,4-dimethylpiperazin-1-yl]phenyl]-4-fluoro-2-(trifluoromethyl)benzamide C(#N)C1=CN=C(S1)N1CCC(=CC1)C=1C(=CC(=C(C1)NC(C1=C(C=C(C=C1)F)C(F)(F)F)=O)N1C[C@H](N(CC1)C)C)F